(2R,3S)-3-{(1R,3aR,4S,7aR)-4-[(tert-Butyldimethylsilyl)oxy]-7a-methyloctahydro-1H-inden-1-yl}-2-fluoro-N-methoxy-N-methylbutanamide [Si](C)(C)(C(C)(C)C)O[C@@H]1[C@@H]2CC[C@@H]([C@]2(CCC1)C)[C@@H]([C@H](C(=O)N(C)OC)F)C